BrC1=C(C(=CC(=C1)F)Br)N1CCCN(S1(=O)=O)CC(=O)NC1C2CC3(CC(CC1C3)C2)C(=O)N 4-(2-(6-(2,6-dibromo-4-fluorophenyl)-1,1-dioxido-1,2,6-thiadiazinan-2-yl)acetamido)adamantan-1-carboxamide